ClC1=C2C(=NC(=C1)N(C=1C(=CC(=NC1)C#N)C)CCCOC)N(C=N2)C 5-[(7-chloro-3-methyl-3H-imidazo[4,5-b]pyridin-5-yl)-(3-methoxy-propyl)-amino]-4-methyl-pyridine-2-carbonitrile